ClC1=CC=NC2=CC(=C(C=C12)C(=O)NCCN1CCOCC1)OC 4-chloro-7-methoxy-N-(2-morpholinoethyl)quinoline-6-carboxamide